BrC1=CC2=C(N(N=C2C=C1Cl)[C@H]1C=C(C(=O)O)O[C@H]([C@@H]1NC(C(CC)(C)C)=O)[C@H](O)[C@H](O)CO)C#N 2,6-Anhydro-4-(5-bromo-6-chloro-3-cyano-2H-indazol-2-yl)-5-(2,2-dimethylbutanamido)-3,4,5-trideoxy-D-glycero-D-galacto-non-2-enonic acid